C(C)N([Si](CC)(CC)CC)[SiH3] tetraethyl-disilazane